(5-(benzo[d][1,3]dioxol-5-yl)-1H-pyrrolo[3,2-b]pyridin-2-yl)(piperidin-1-yl)Methanone O1COC2=C1C=CC(=C2)C2=CC=C1C(=N2)C=C(N1)C(=O)N1CCCCC1